F[C@@H]1CC2=C[C@H](CN2C1)F (2R,6R)-2,6-Difluorotetrahydro-1H-pyrrolizin